BrC1=CC2=C(N=C(S2)C=2C(=C(C=C(C2)F)NC(C2=C(C(=C(C=C2)F)F)Cl)=O)C)C=C1 N-(3-(6-bromobenzo[d]thiazol-2-yl)-5-fluoro-2-methylphenyl)-2-chloro-3,4-difluorobenzamide